4-((3,8-dimethyl-2,3-dihydro-1H-pyrido[2,3-b][1,4]oxazin-7-yl)amino)-N-(4-(hexahydropyrrolo[1,2-a]pyrazin-2(1H)-yl)phenyl)-2-oxo-1,2-dihydropyridine-3-carboxamide CC1CNC2=C(O1)N=CC(=C2C)NC2=C(C(NC=C2)=O)C(=O)NC2=CC=C(C=C2)N2CC1N(CC2)CCC1